methyl 3-(5-thiophen-2-ylfuran-2-yl)prop-2-enoate S1C(=CC=C1)C1=CC=C(O1)C=CC(=O)OC